5-amino-N-[[4-(hydroxymethyl)phenyl]methyl]-2-methyl-benzenesulfonamide NC=1C=CC(=C(C1)S(=O)(=O)NCC1=CC=C(C=C1)CO)C